N1CC(C1)C=1C(=NC=NC1)OC 5-(azetidin-3-yl)-4-methoxypyrimidine